tert-butyl (2S)-4-(4-(2-(benzyloxy)-6-fluorophenyl)-7-(((S)-1-methylpyrrolidin-2-yl)methoxy)furo[2,3-f]quinazolin-9-yl)-2-(cyanomethyl)piperazine-1-carboxylate C(C1=CC=CC=C1)OC1=C(C(=CC=C1)F)C1=C2C(=C3C(=NC(=NC3=C1)OC[C@H]1N(CCC1)C)N1C[C@@H](N(CC1)C(=O)OC(C)(C)C)CC#N)OC=C2